(3-(triphenylen-1-yl)phenyl)carboxylic acid C1(=CC=CC=2C3=CC=CC=C3C3=CC=CC=C3C12)C=1C=C(C=CC1)C(=O)O